4-(5-bromothiophen-2-yl)-N-phenylthiazol-2-amine BrC1=CC=C(S1)C=1N=C(SC1)NC1=CC=CC=C1